N(=C=S)C1=NN2C(C(N(CC2)C)=O)=C1 2-isothiocyanato-5-methyl-6,7-dihydropyrazolo[1,5-a]pyrazin-4(5H)-one